ClC1=C(C(=CC(=C1)Cl)Cl)[N+](=O)[O-] 1,3,5-trichloro-2-nitrobenzene